1-[(3R)-3-[4-(6-oxo-1H-pyridin-3-yl)phenyl]-3-[[(6S)-6-tert-butyl-5,6,7,8-tetrahydrothieno[2,3-b]quinoline-2-carbonyl]amino]propyl]piperidin-1-ium-3-carboxylic acid O=C1C=CC(=CN1)C1=CC=C(C=C1)[C@@H](CC[NH+]1CC(CCC1)C(=O)O)NC(=O)C1=CC=2C(=NC=3CC[C@@H](CC3C2)C(C)(C)C)S1